(4S)-4-Phenyl-N-[(3S)-5-methyl-4-oxo-2,3-dihydropyrido[3,2-b][1,4]oxazepin-3-yl]-6,7-dihydro-4H-pyrazolo[5,1-c][1,4]oxazin-2-carboxamid C1(=CC=CC=C1)[C@@H]1OCCN2C1=CC(=N2)C(=O)N[C@@H]2C(N(C1=C(OC2)C=CC=N1)C)=O